Protocatechuic Acid C(C1=CC(O)=C(O)C=C1)(=O)O